C(C)C1=C(C(OC12CC1(CCCCC1)CO2)=O)C2=CC=CC=C2 4-Ethyl-3-phenyl-1,14-dioxadispiro[4.1.57.25]tetradec-3-en-2-one